hydrogen sulphate S(=O)(=O)(O)[O-]